(R)-2-((1-(2-(4-(dimethylamino)piperidin-1-yl)-3,7-dimethyl-4-oxo-4H-pyrido[1,2-a]pyrimidin-9-yl)ethyl)amino)benzoic acid CN(C1CCN(CC1)C=1N=C2N(C(C1C)=O)C=C(C=C2[C@@H](C)NC2=C(C(=O)O)C=CC=C2)C)C